CC1=NC(=NC(=N1)C)C1=CC=C(C=C1)Br 2,4-dimethyl-6-p-bromophenyl-1,3,5-triazine